FC1=CC=C(CC(C(=O)N)OC=2C=3N(C=C(C2)OC)N=C(C3)C=3N=C2SC(=NN2C3)OC)C=C1 4-fluorobenzyl-2-((6-methoxy-2-(2-methoxyimidazo[2,1-b][1,3,4]thiadiazol-6-yl)pyrazolo[1,5-a]pyridin-4-yl)oxy)acetamide